FC=1C(=C(N2N=C(N=CC21)N[C@H]2[C@@H](COCC2)O)C2(CCC2)CC(F)(F)F)C#N 5-fluoro-2-(((3S,4R)-3-hydroxytetrahydro-2H-pyran-4-yl)amino)-7-(1-(2,2,2-trifluoroethyl)cyclobutyl)pyrrolo[2,1-f][1,2,4]triazine-6-carbonitrile